C(C)(C)(C)NC(C[C@@H](CC(=O)N[C@H](C(=O)NCC1=CC=CC2=CC=CC=C12)C)NC(OC(C)(C)C)=O)=O tert-butyl ((R)-1-(tert-butylamino)-5-(((S)-1-((naphthalen-1-ylmethyl)amino)-1-oxopropan-2-yl)amino)-1,5-dioxopentan-3-yl)carbamate